6-[2-(cyclopropylcarbamoyl)phenyl]thio-3-[(E)-2-[5-[(dimethylamino)methyl]-2-pyridyl]vinyl]indazole-1-carboxylic acid tert-butyl ester C(C)(C)(C)OC(=O)N1N=C(C2=CC=C(C=C12)SC1=C(C=CC=C1)C(NC1CC1)=O)\C=C\C1=NC=C(C=C1)CN(C)C